O1C=NC2=C1C=C(C=C2)\C=C/2\C(N(C(=N2)SC)C)=O (5Z)-5-(1,3-benzoxazol-6-ylmethylene)-3-methyl-2-methylsulfanyl-imidazol-4-one